C(CCOC1=CC(=C(C=C1OC)C(=O)N1CC2(CC2)C[C@H]1CO[Si](C)(C)C(C)(C)C)N)OC1=CC(=C(C=C1OC)C(=O)N1CC2(CC2)C[C@H]1CO[Si](C)(C)C(C)(C)C)N {Propan-1,3-diylbis[oxy(2-amino-5-methoxybenzen-4,1-diyl)]}bis{[(6S)-6-({[tert-butyl(dimethyl)silyl]oxy}methyl)-5-azaspiro[2.4]hept-5-yl]methanone}